3-(4-(2-(((S)-phenyl((R)-1,2,3,4-tetrahydro-1,5-naphthyridin-3-yl)methyl)amino)ethyl)phenyl)propanoic acid C1(=CC=CC=C1)[C@H]([C@H]1CNC2=CC=CN=C2C1)NCCC1=CC=C(C=C1)CCC(=O)O